2-chloro-1-(4-toluenesulfonylpiperazin-1-yl)ethanone ClCC(=O)N1CCN(CC1)S(=O)(=O)CC1=CC=CC=C1